Br[C@H](C(=O)OCC)C (2S)-ethyl 2-bromopropionate